thioxo-pyrrolidine-3-carboxylic acid S=C1NCCC1C(=O)O